3-(2-amino-[1,2,4]triazolo[1,5-a]pyridin-7-yl)-6-chloro-N-(3-(4-(difluoromethoxy)phenyl)-2,2-difluoro-3-hydroxypropyl)-2-fluorobenzamide NC1=NN2C(C=C(C=C2)C=2C(=C(C(=O)NCC(C(O)C3=CC=C(C=C3)OC(F)F)(F)F)C(=CC2)Cl)F)=N1